C[SiH](C)[SiH]1N(CCN1)[SiH](C)C bis(dimethylsilyl)-1,3-diaza-2-silacyclopentane